7-[[4-(4-pyridinyl)piperazin-1-yl]methyl]-1H-indole N1=CC=C(C=C1)N1CCN(CC1)CC=1C=CC=C2C=CNC12